(S)-N-(1-((cyanomethyl)amino)-3-(6-(4-methylpiperazin-1-yl)benzo[d]oxazol-2-yl)-1-oxopropan-2-yl)-1,3-dicyclohexyl-1H-pyrazole-5-carboxamide C(#N)CNC([C@H](CC=1OC2=C(N1)C=CC(=C2)N2CCN(CC2)C)NC(=O)C2=CC(=NN2C2CCCCC2)C2CCCCC2)=O